FC(C(=O)O)(F)F.NCC(CN1N=CN(C1=O)CC1=CC(=CS1)N1C(CCC2=CC=CC=C12)=O)=C(F)F [5-[[1-[2-(aminomethyl)-3,3-difluoro-allyl]-5-oxo-1,2,4-triazol-4-yl]methyl]-3-thienyl]-3,4-dihydro-1H-quinolin-2-one trifluoroacetate